FC(C=1C(=C(C=CC1)[C@@H](C)NC=1C=2C(N=C(N1)C)=C(C(N(C2)C2(CC2)CF)=O)N2N=CC1=NC=CC=C12)F)F (R)-4-((1-(3-(difluoromethyl)-2-fluorophenyl)ethyl)amino)-6-(1-(fluoromethyl)cyclopropyl)-2-methyl-8-(1H-pyrazolo[4,3-b]pyridin-1-yl)pyrido[4,3-d]pyrimidine-7(6H)-one